(7-chloro-6-(1-(4-hydroxy-3-methyltetrahydrofuran-3-yl)piperidin-4-yl)isoquinolin-3-yl)-2-(2-hydroxypropan-2-yl)cyclopropane-1-carboxamide ClC1=C(C=C2C=C(N=CC2=C1)C1(C(C1)C(C)(C)O)C(=O)N)C1CCN(CC1)C1(COCC1O)C